N-[[6-[(6-Methyl-2-pyridyl)methoxy]-2-pyridyl]sulfonyl]-2-(2,2,4-trimethylpyrrolidin-1-yl)pyridin-3-carboxamid CC1=CC=CC(=N1)COC1=CC=CC(=N1)S(=O)(=O)NC(=O)C=1C(=NC=CC1)N1C(CC(C1)C)(C)C